FC=1C=CC(=NC1)COC1=CCN(C=C1)C=1C=CC=2C3=C(N(C2C1)C)C(C(NC3)([2H])[2H])([2H])[2H] 4-((5-fluoropyridin-2-yl)methoxy)-1-(5-methyl-2,3,4,5-tetrahydro-1H-pyrido[4,3-b]indol-7-yl-3,3,4,4-d4)pyridin